FC(C(=O)O)(F)F.FC1=C(C=C(C=C1)NC(C=C)=O)NC1=NC(=NC=C1C1=CC=C(C=C1)C(F)(F)F)NC1CCN(CC1)C N-(4-fluoro-3-((2-((1-methylpiperidin-4-yl)amino)-5-(4-(trifluoromethyl)phenyl)pyrimidin-4-yl)amino)phenyl)acrylamide trifluoroacetate